P(=O)(OC1=CC=C(C=C1)C(C)C)(OC1=CC=C(C=C1)C(C)C)OC1=CC=C(C=C1)C(C)C tris(4-isopropylphenyl) phosphate